6-[5-[2-[1-[2-(aminomethyl)-3,3-difluoro-allyl]-5-oxo-1,2,4-triazol-4-yl]ethyl]-2-thienyl]-8-methyl-3,4-dihydro-1H-quinolin-2-one NCC(CN1N=CN(C1=O)CCC1=CC=C(S1)C=1C=C2CCC(NC2=C(C1)C)=O)=C(F)F